C(CCC)OP(=O)([O-])[O-].[NH4+].[NH4+] diammonium butyl-phosphate